4-(3-oxopiperazin-1-yl)benzamide 4-methyl-octanoate CC(CCC(=O)O)CCCC.O=C1CN(CCN1)C1=CC=C(C(=O)N)C=C1